N-[5-(2,6-difluoro-4-hydroxyphenyl)-1H-indazol-3-yl]-1-methylpiperidine-4-carboxamide trifluoroacetate FC(C(=O)O)(F)F.FC1=C(C(=CC(=C1)O)F)C=1C=C2C(=NNC2=CC1)NC(=O)C1CCN(CC1)C